(1r,3r)-3-aminocyclobutane-1-thiocarboxylic acid S-(4-((2-aminoethyl) carbamoyl) benzyl) ester NCCNC(=O)C1=CC=C(CSC(=O)C2CC(C2)N)C=C1